12-iodo-4,6,8,10-tetramethyltridecylnonoxymethyl ether IC(CC(CC(CC(CC(CCCC(OCCCCCCCCC)OC(CCCC(CC(CC(CC(CC(C)I)C)C)C)C)OCCCCCCCCC)C)C)C)C)C